8-[(2S)-3-Methylbutan-2-yl]-2-{[(1S)-1-{4-[(4-methyl-3-oxopiperazin-1-yl)methyl]phenyl}ethyl]amino}pyrido[2,3-d]pyrimidin-7(8H)-on CC([C@H](C)N1C(C=CC2=C1N=C(N=C2)N[C@@H](C)C2=CC=C(C=C2)CN2CC(N(CC2)C)=O)=O)C